C(C)(C)(C)OC(=O)N1[C@@H](CN([C@H](C1)C)C1=NC(N2C3=C(C(=C(C=C13)Cl)C1=C(C=C(C=C1)F)F)OC[C@H]2CCCO)=O)C (2R,5S)-tert-butyl-4-((3R)-9-chloro-10-(2,4-difluorophenyl)-3-(3-hydroxypropyl)-5-oxo-3,5-dihydro-2H-[1,4]oxazino[2,3,4-ij]quinazolin-7-yl)-2,5-dimethylpiperazine-1-carboxylate